FC1=C(C=N[S@](=O)C(C)(C[2H])C)C=C(C=C1)OC=1C=NC(=CC1)C (R)-N-(2-fluoro-5-((6-methylpyridin-3-yl)oxy)benzylidene)-2-methylpropane-2-sulfinamide-3-d